C(C)(C)(C)OC(=O)N1C[C@H]2CC[C@@H](C1)N2C(NC(C2=CC=CC=C2)=O)=S (1R,5S)-8-(benzoylthiocarbamoyl)-3,8-diazabicyclo[3.2.1]octane-3-carboxylic acid tert-butyl ester